(E)-3-(6-Aminopyridin-3-yl)-N-((5-(4-(4,4-difluoropiperidine-1-carbonyl)phenyl)-7-(4-fluorophenyl)pyrazolo[1,5-a]pyridin-2-yl)methyl)acrylamide NC1=CC=C(C=N1)/C=C/C(=O)NCC1=NN2C(C=C(C=C2C2=CC=C(C=C2)F)C2=CC=C(C=C2)C(=O)N2CCC(CC2)(F)F)=C1